4-(4-((1-(3-fluoropropyl)pyrrolidin-3-yl)methyl)phenyl)-2H-thiochromene-7-carboxylic acid methyl ester COC(=O)C1=CC=C2C(=CCSC2=C1)C1=CC=C(C=C1)CC1CN(CC1)CCCF